C(#N)C=1C=C(CNC(N(C2=CC=C(C=C2)C=2C=NN(C2)C)[C@@H]2CC[C@H](CC2)NC2=NC=C(C=C2)C#N)=O)C=CC1 3-(3-cyanobenzyl)-1-(trans-4-((5-cyanopyridin-2-yl)amino)cyclohexyl)-1-(4-(1-methyl-1H-pyrazol-4-yl)phenyl)urea